NC1=C(C(N(C2=CC(=CC=C12)I)C=1C=CC=2N(C1)C=CN2)=O)C(=O)OC methyl 4-amino-1-(imidazo[3,2-a]pyridin-6-yl)-7-iodo-2-oxo-1,2-dihydroquinoline-3-carboxylate